6-(((1S,4S)-4-aminocyclohexyl)amino)-2-cyclopropyl-4-(trifluoromethyl)pyridazin-3(2H)-one trifluoroacetate salt FC(C(=O)O)(F)F.NC1CCC(CC1)NC=1C=C(C(N(N1)C1CC1)=O)C(F)(F)F